5-(2-fluoro-6-hydroxy-4-(2-(pyrrolidin-1-yl)ethyl)phenyl)-1,2,5-thiadiazolidin-3-one 1,1-dioxide FC1=C(C(=CC(=C1)CCN1CCCC1)O)N1CC(NS1(=O)=O)=O